BrC1=CC(=C(OCC(=O)N2CC(CC2)OC=2C=C(C(=O)N(C)C)C=CC2)C(=C1)OC)C=O 3-((1-(2-(4-bromo-2-formyl-6-methoxyphenoxy)acetyl)pyrrolidin-3-yl)oxy)-N,N-dimethylbenzamide